CNC(=O)C(CC1(C2=CC=CC=C2C=2C=CC=CC12)CC(C)C(NC)=O)C 9,9-bis[2-(N-methylcarbamoyl)propyl]fluorene